NN1CCC(C1)CF amino-4-(fluoromethyl)pyrrolidin